N1=CC=C(C=C1)OC1CCC2(CN(C2)C(=O)OC(C)(C)C)CC1 tert-butyl 7-(pyridin-4-yloxy)-2-azaspiro[3.5]nonane-2-carboxylate